C(CCCCCCCCCCCC)NC1CCN(CC1)C 4-tridecylamino-1-methylpiperidine